5,7-Dimethylbenzo[c][1,2]oxaborol-1(3H)-ol CC1=CC2=C(B(OC2)O)C(=C1)C